2-(1-(bromomethyl)cyclopropyl)-4-fluoro-1-(methoxymethoxy)benzene BrCC1(CC1)C1=C(C=CC(=C1)F)OCOC